BrC(C)C=1C=C(C=C2C(N(C=3N(C12)C=NC3C(=O)OC(C)(C)C)C)=O)C tert-Butyl 9-(1-bromoethyl)-4,7-dimethyl-5-oxo-4,5-dihydroimidazo[1,5-a]quinazoline-3-carboxylate